3-(4-(Difluoromethyl)-5-fluoropyridin-2-yl)-1-(2-methoxypyrimidin-5-yl)-1-((5-(trifluoromethyl)-1H-pyrazol-3-yl)methyl)urea FC(C1=CC(=NC=C1F)NC(N(CC1=NNC(=C1)C(F)(F)F)C=1C=NC(=NC1)OC)=O)F